N1=C(C=NC=C1)CN(CC1=NC=CC=C1)CC1=NC=CC=C1 ((2-pyrazinyl)methyl)N,N-bis(2-pyridylmethyl)amine